NC1CC(C1)NC1=C2C(=NC=C1C#N)N(C=C2)S(=O)(=O)C2=CC=CC=C2 4-((3-aminocyclobutyl)amino)-1-(phenylsulfonyl)-1H-pyrrolo[2,3-b]pyridin-5-carbonitrile